C(CCCCCCCC=CC=C\C=C\CCCC)(=O)O 13E-octadeca-9,11,13-trienoic acid